ClC=1C=C(C=CC1F)S(=O)(=O)NC=1C=C2C(N(CC2=CC1)C1C(NC(CC1)=O)=O)=O 3-chloro-N-(2-(2,6-dioxopiperidin-3-yl)-3-oxoisoindolin-5-yl)-4-fluoro-benzenesulfonamide